C1N(CC12CCOCC2)C2=NC=CC(=N2)COC2=CC=C(C=C2)C(C)(C)C2=CC=C(OC1CC(C1)NC=1C=C3C(N(C(C3=CC1)=O)C1C(NC(CC1)=O)=O)=O)C=C2 5-(((1s,3s)-3-(4-(2-(4-((2-(7-oxa-2-azaspiro[3.5]nonan-2-yl)pyrimidin-4-yl)methoxy)phenyl)propan-2-yl)phenoxy)cyclobutyl)amino)-2-(2,6-dioxopiperidin-3-yl)isoindolin-1,3-dione